N-(5-cyclopentyl-1H-pyrazol-3-yl)-5-methyl-[1,2,4]triazolo[4,3-c]pyrimidin-7-amine C1(CCCC1)C1=CC(=NN1)NC1=CC=2N(C(=N1)C)C=NN2